BrC1=C(C=2C=CN=CC2C(=C1)C1CC1)N 6-Bromo-8-cyclopropylisoquinolin-5-amine